2-({2-oxo-2-[(2-oxo-3-azepinyl)amino]ethyl}sulfonyl)acetic acid O=C(CS(=O)(=O)CC(=O)O)NC=1C(N=CC=CC1)=O